O[C@@H]([C@@H](C)[C@H]1CC[C@H]2[C@@H]3CC[C@@H]4C[C@@](CC[C@@H]4[C@H]3CC[C@]12C)(O)C(F)(F)F)C (3R,5R,8R,9R,10S,13S,14S,17R)-17-((2S,3R)-3-hydroxybutan-2-yl)-13-methyl-3-(trifluoromethyl)hexadecahydro-1H-cyclopenta[a]phenanthren-3-ol